2-((1-benzyl-4-fluoropiperidine-4-yl)methylene)-5-(1,2,3,6-tetrahydropyridine-4-yl)-2,3-dihydro-1H-indene-1-one C(C1=CC=CC=C1)N1CCC(CC1)(F)C=C1C(C2=CC=C(C=C2C1)C=1CCNCC1)=O